1-(4-(methylsulfonyl)benzyl)-4-(vinylsulfonyl)piperazine ((1R,3S)-3-((7-(Difluoromethyl)-5-(isopropylamino)-2,6-naphthyridin-3-yl)amino)cyclopentyl)carbamate FC(C1=NC(=C2C=C(N=CC2=C1)N[C@@H]1C[C@@H](CC1)NC(O)=O)NC(C)C)F.CS(=O)(=O)C1=CC=C(CN2CCN(CC2)S(=O)(=O)C=C)C=C1